C1(CC1)COC=1C=C(C(=O)NCC=2N=NC(=CC2)C)C=C(C1)C=1SC(=CN1)C 3-(cyclopropylmethoxy)-N-[(6-methylpyridazin-3-yl)methyl]5-(5-methyl-1,3-thiazol-2-yl)benzamide